BrC1=CC2=C(C(=NO2)NS(=O)(=O)C2=C(C=CC=C2OC)OC)C=C1OC N-(6-bromo-5-methoxy-1,2-benzoxazol-3-yl)-2,6-dimethoxybenzene-1-sulfonamide